C[C@H](CC1=CC=CC=C1)NC1=C(C=NC2=CC=CC=C12)N N4-[(1R)-1-methyl-2-phenyl-ethyl]quinoline-3,4-diamine